ethyl 2-[[3-(tert-butoxycarbonylamino)-1-(3-chlorophenyl)propyl]amino]-6-chloro-pyridine-3-carboxylate C(C)(C)(C)OC(=O)NCCC(C1=CC(=CC=C1)Cl)NC1=NC(=CC=C1C(=O)OCC)Cl